N1C=CC2=CC=CC(=C12)C=1C(NC=C(C1)NC1=CC=CC=C1)=O 3-(1H-indol-7-yl)-5-(phenylamino)pyridin-2(1H)-one